(1r,3r)-3-(4-(2-(4-((2-(3-methyl-1,2,4-oxadiazol-5-yl)pyrimidine-4-yl)oxy)phenyl)propan-2-yl)phenoxy)cyclobutylamine CC1=NOC(=N1)C1=NC=CC(=N1)OC1=CC=C(C=C1)C(C)(C)C1=CC=C(OC2CC(C2)N)C=C1